BrC=1C=C2C(=C(C(N(C2=CC1O)C)=O)C#N)N1CCC(CC1)(C=1OC2=C(N1)C=C(C=C2)C)C 6-bromo-7-hydroxy-1-methyl-4-[4-methyl-4-(5-methyl-1,3-benzooxazol-2-yl)piperidin-1-yl]-2-oxo-1,2-dihydroquinoline-3-carbonitrile